(4-((3-((4-chloro-3-(trifluoromethyl)phenyl)sulfonamido)-5-methylpyridin-2-yl)oxy)-3-methoxyphenyl)carbamate ClC1=C(C=C(C=C1)S(=O)(=O)NC=1C(=NC=C(C1)C)OC1=C(C=C(C=C1)NC([O-])=O)OC)C(F)(F)F